N-(6-((8'-chloro-2-fluoro-1',5'-dioxo-1',5'-dihydro-2'H-spiro[cyclohexane-1,3'-imidazo[1,5-a]pyridin]-6'-yl)amino)pyrimidin-4-yl)cyclopropanecarboxamide ClC1=C2N(C(C(=C1)NC1=CC(=NC=N1)NC(=O)C1CC1)=O)C1(NC2=O)C(CCCC1)F